ClC1=C(C=C(C=C1)C(F)(F)F)C1=CC=C(O1)C=C1C(C2=CC=CC=C2C1=O)=O 2-[[5-[2-Chloro-5-(trifluoromethyl)phenyl]-2-furanyl]methylene]-1H-indene-1,3(2H)-dione